C1(CC1)N(C1=C(C(=NC=N1)NCC1C(CN(CC1)CC(=O)N)(F)F)F)CC1=CC=C(C=C1)C(F)(F)F 2-(4-(((6-(cyclopropyl(4-(trifluoromethyl)benzyl)amino)-5-fluoropyrimidin-4-yl)amino)methyl)-3,3-difluoropiperidin-1-yl)acetamide